methyl 3-(9-((4-(aminomethyl)-2,6-dimethylphenyl)carbamoyl)-4,5-dihydrobenzo[b]thieno[2,3-d]oxepin-8-yl)-6-(2,6-dimethylpiperidine-1-carbonyl)picolinate NCC1=CC(=C(C(=C1)C)NC(=O)C1=CC2=C(OCCC3=C2SC=C3)C=C1C=1C(=NC(=CC1)C(=O)N1C(CCCC1C)C)C(=O)OC)C